2-Octanon CC(CCCCCC)=O